5-(Benzothien-7-yl)-1,2,3,3a,4,6a-hexahydrocyclopenta[c]pyrrole hydrochloride Cl.S1C=CC2=C1C(=CC=C2)C=2CC1C(CNC1)C2